6-chloro-N-{3-methyl-4-[(1-methyl-1,3-benzodiazol-5-yl)methyl]phenyl}-[1,3]diazino[5,4-d]pyrimidin-4-amine ClC=1N=CC=2N=CN=C(C2N1)NC1=CC(=C(C=C1)CC1=CC2=C(N(C=N2)C)C=C1)C